BrC=1C=C2N(N=CC(=C2N[C@@H]2CC[C@H](CC2)O)C(=NC2=C(C=C(C=C2)O[Si](C)(C)C(C)(C)C)CC)N)C1 trans-6-bromo-N'-[4-[tert-butyl(dimethyl)silyl]oxy-2-ethyl-phenyl]-4-[(4-hydroxycyclohexyl)amino]pyrrolo[1,2-b]pyridazine-3-carboxamidine